Nickel-Manganese Oxide [O-2].[Mn+2].[Ni+2].[O-2]